tert-butyl 6-[(4-bromopyrazol-1-yl) methylene]-2-azaspiro[3.3]heptane-2-carboxylate BrC=1C=NN(C1)C=C1CC2(CN(C2)C(=O)OC(C)(C)C)C1